triphenylguanidine bromide [Br-].C1(=CC=CC=C1)N=C(N(C1=CC=CC=C1)C1=CC=CC=C1)N